C1(CC1)C(=O)N1N=C(C=2CC[C@H](CC12)C(=O)N[C@@]1(CS(CC1)(=O)=O)C)C1=CC(=CC=C1)OC(F)F (R)-1-(cyclopropanecarbonyl)-3-(3-(difluoromethoxy)phenyl)-N-((S)-3-methyl-1,1-dioxidotetrahydrothiophen-3-yl)-4,5,6,7-tetrahydro-1H-indazole-6-carboxamide